C(#N)C1=CC(=C(C=C1)COC1=CC=CC(=N1)C=1C(=NC(=NC1)CC1=NC2=C(N1C[C@H]1OCC1)C=C(C=C2)C(=O)O)OC)F 2-[(5-(6-[(4-cyano-2-fluorophenyl)methoxy]pyridin-2-yl)-4-methoxypyrimidin-2-yl)methyl]-1-{[(2S)-oxetan-2-yl]methyl}-1H-1,3-benzodiazole-6-carboxylic acid